C(CCCCCC)C1=C(C=CC=C1)P(C1=CC=CC=C1)C1=CC=CC=C1 n-heptyl-triphenylphosphine